5-chloro-4-methyl-2-nitrobenzaldehyde ClC=1C(=CC(=C(C=O)C1)[N+](=O)[O-])C